N1C(COCC1)C(=O)O morpholin-3-carboxylic acid